CC(C)OC(=O)NC1=CC(=CC=C1)Cl isopropyl N-(3-chlorophenyl) carbamate